C(CCCCCC)SC(=O)N(C(CCCCC(=O)OCCCCCC(OCCCCC)OCCCCC)CCCCC(=O)OCCCCCC(OCCCCC)OCCCCC)CC1CCN(CC1)C bis(6,6-bis(pentyloxy)hexyl) 6-(((heptylthio)carbonyl)((1-methylpiperidin-4-yl)methyl)amino)undecanedioate